ClC=1C=C2C=C(NC2=CC1)CN 5-chloroindole-2-methylamine